ethyl 1-[(4-{4-[(2,6-difluorophenyl)methyl]-5-oxo-1,2,4-triazol-1-yl}-2-fluorophenyl)methyl]-2,5-dimethylimidazole-4-carboxylate FC1=C(C(=CC=C1)F)CN1C=NN(C1=O)C1=CC(=C(C=C1)CN1C(=NC(=C1C)C(=O)OCC)C)F